2-amino-8-fluoro-N-[[6-(2-pyridyl)-2-pyridyl]methyl]quinazoline-4-carboxamide NC1=NC2=C(C=CC=C2C(=N1)C(=O)NCC1=NC(=CC=C1)C1=NC=CC=C1)F